5,6-dihydro-1,2,4-triazine N1=NC=NCC1